4,4'-methylenbis-(3-chloro-2,6-diethylanilin) C(C1=C(C(=C(N)C(=C1)CC)CC)Cl)C1=C(C(=C(N)C(=C1)CC)CC)Cl